N-((S)-1,1-dicyclopropyl-3-((2-fluoro-4-((S)-1-oxo-1-((2,2,2-trifluoroethyl)amino)propan-2-yl)phenyl)amino)-3-oxopropan-2-yl)-3-ethylisoxazole-4-carboxamide C1(CC1)C([C@@H](C(=O)NC1=C(C=C(C=C1)[C@@H](C(NCC(F)(F)F)=O)C)F)NC(=O)C=1C(=NOC1)CC)C1CC1